4-[2-(1-methylethoxy)ethyl-[4-(5,6,7,8-tetrahydro-1,8-naphthyridin-2-yl)butyl]amino]-2-[[4-(trifluoromethyl)pyridine-3-carbonyl]amino]butanoic acid CC(C)OCCN(CCC(C(=O)O)NC(=O)C=1C=NC=CC1C(F)(F)F)CCCCC1=NC=2NCCCC2C=C1